C[C@H]1[C@@H]([C@H]([C@@H]([C@@H](O1)O[C@H]2CC[C@]3([C@@H](C2)CC[C@@H]4[C@@H]3CC[C@]5([C@@]4(CC[C@@H]5C6=CC(=O)OC6)O)C)C)O)OC)O The molecule is a cardenolide glycoside that is digitoxigenin in which the hydroxy goup at position 3 has been converted to its (6-deoxy-3-O-methyl-alpha-L-glucopyranoside derivative. Found in the seeds of Cerbera odollamand in Thevetia ahouia and Thevitia neriifolia. It has a role as a cardiotonic drug, a toxin and a neuroprotective agent. It derives from a digitoxigenin.